ClC=1C=CC=C2C(C=C(OC12)C1=C(C=C(C=C1)C)OCCNC)=O 8-chloro-2-[4-methyl-2-[2-(methylamino)ethoxy]phenyl]chromen-4-one